N-[(1S)-1-(4-aminophenyl)-2,2,2-trifluoroethyl]-N-methyl-1,1-dioxo-1λ6-thiane-4-carboxamide hydrochloride Cl.NC1=CC=C(C=C1)[C@@H](C(F)(F)F)N(C(=O)C1CCS(CC1)(=O)=O)C